BrC=1C(=NC(=NC1C1CCC(CC1)C(F)(F)F)C1CC(C1)(F)F)C(=O)O 5-bromo-2-(3,3-difluorocyclobutyl)-6-[4-(trifluoromethyl)cyclohexyl]pyrimidine-4-carboxylic acid